2-(1-(cyclopropylsulfonyl)-1H-pyrazol-4-yl)-N-(5-((1-methyl-1H-pyrazol-4-yl)ethynyl)-4-(4-(trifluoromethoxy)piperidin-1-yl)pyridin-2-yl)pyrimidin-4-amine C1(CC1)S(=O)(=O)N1N=CC(=C1)C1=NC=CC(=N1)NC1=NC=C(C(=C1)N1CCC(CC1)OC(F)(F)F)C#CC=1C=NN(C1)C